phosphoryl monochloride difluoride P(=O)(Cl)(F)F